CC=1C=C(C=CC1)NC(N)=O 3-(3-methylphenyl)urea